[O-]O.[O-]O.C(C)(C)C1=C(C=CC=C1)C(C)C Diisopropylbenzol Dihydroperoxid